(4-(4,4,5,5-tetramethyl-1,3,2-dioxaborolan-2-yl)butyl)piperidine-2-carboxylic acid CC1(OB(OC1(C)C)CCCCN1C(CCCC1)C(=O)O)C